O1[C@H](COC2=C1C=CC=C2)C2=CC=C(CN1CCN(CC1)CC=1C=C(C(=O)O)C=CC1)C=C2 3-[(4-(4-[(2S)-2,3-dihydro-1,4-benzodioxin-2-yl]benzyl)piperazin-1-yl)methyl]benzoic acid